3-bromo-9-(4,6-diphenyl-[1,3,5]triazin-2-yl)-9H-carbazole BrC=1C=CC=2N(C3=CC=CC=C3C2C1)C1=NC(=NC(=N1)C1=CC=CC=C1)C1=CC=CC=C1